(R)-2-(1,5-dimethyl-3-phenyl-1H-pyrrol-2-yl)-N-(2-(5-fluoropyrimidin-2-yl)-1,2,3,4,10,10a-hexahydropyrazino[1,2-a]indol-8-yl)-2-oxoacetamide CN1C(=C(C=C1C)C1=CC=CC=C1)C(C(=O)NC1=CC=2C[C@H]3N(C2C=C1)CCN(C3)C3=NC=C(C=N3)F)=O